FC1=C(C=CC(=C1)OC1=NN(C=C1)C1=NC=C(C=C1)OC)NC1=NC=NC2=CC(=C(C=C12)NC1CCN(CC1)C(C=C)=O)OC 1-(4-((4-((2-fluoro-4-((1-(5-methoxypyridin-2-yl)-1H-pyrazol-3-yl)oxy)phenyl)amino)-7-methoxyquinazolin-6-yl)amino)piperidin-1-yl)prop-2-en-1-one